N-methyl-guanidinoacetic acid CN(C(=N)N)CC(=O)O